NC1=NC2=C(C=CC=C2C(=N1)C=1N=NN(C1)CC1=[N+](C(=CC=C1)C1CC1)C(=O)[O-])OC 2-{[4-(2-amino-8-methoxyquinazolin-4-yl)-1H-1,2,3-triazol-1-yl] methyl}-6-cyclopropylpyridin-1-ium-1-carboxylate